2-fluoro-6-(methoxymethoxy)benzenesulfinic acid lithium [Li].FC1=C(C(=CC=C1)OCOC)S(=O)O